Cl.Cl.ClC1=C(C2=C(SC3=C2N=CN=C3NC3C(C3)C3=CC=C(C=C3)OC)N=C1)C 8-chloro-N-[2-(4-methoxyphenyl)cyclopropyl]-9-methyl-pyrido[3',2':4,5]thieno[3,2-d]pyrimidin-4-amine dihydrochloride